FC1=CC=CC2=C1C=1NC(N(C(C1O2)=O)CCC)=S 9-fluoro-3-propyl-2-thioxo-2,3-dihydrobenzofuro[3,2-d]pyrimidin-4(1H)-one